3-Ethyl-11H-imidazo[1',2':1,2]pyrido[3,4-b]indole C(C)C1=CN=C2N1C=CC1=C2NC2=CC=CC=C12